3-hydroxy-4-(1-methylpyrazol-4-yl)benzoyl chloride OC=1C=C(C(=O)Cl)C=CC1C=1C=NN(C1)C